OC(C(=O)N(C)C)C 2-Hydroxy-N,N-dimethylpropanamid